FC1=C2C(N(C=NC2=CC(=C1)C=1C=C(C=2N(C1)C=C(N2)C)C#N)C2COCC2)=O 6-[5-fluoro-4-oxo-3-(oxolan-3-yl)quinazolin-7-yl]-2-methylimidazo[1,2-a]pyridine-8-carbonitrile